(E)-2-((3,5-dimethyl hex-3-en-2-yl)oxy)-2-methylpropyl cyclopropanecarboxylate C1(CC1)C(=O)OCC(C)(C)OC(C)\C(=C\C(C)C)\C